CS(=O)(=O)OC=1C=C(C=CC1)NC(NC1=CC(=CC=C1)OS(=O)(=O)C)=O bis-[3-(methanesulfonyloxy)phenyl]urea